(1R,2S)-2-(3-((5-ethoxy-2-(3-hydroxy-3-methylbut-1-yn-1-yl)pyrimidin-4-yl)amino)-1H-indazol-6-yl)-5'-methoxyspiro[cyclopropane-1,3'-indolin]-2'-one C(C)OC=1C(=NC(=NC1)C#CC(C)(C)O)NC1=NNC2=CC(=CC=C12)[C@@H]1C[C@@]12C(NC1=CC=C(C=C21)OC)=O